C(C)(C)(C)OC(=O)N1CC2(C1)CC(C2)I 6-iodo-2-azaspiro[3.3]Heptane-2-carboxylic acid tert-butyl ester